6-fluoro-2,3-dihydro-5H-benzo[e][1,4]oxathiepine-8-carboxylic acid 1,1-dioxide FC1=CC(=CC=2S(CCOCC21)(=O)=O)C(=O)O